dodecafluoroheptanoylperoxide FC(C(C(C(C(C(=O)OOC(C(C(C(C(C(C(F)(F)F)F)(F)F)(F)F)(F)F)(F)F)=O)(F)F)(F)F)(F)F)(F)F)C(F)(F)F